allyl-nickel (II) bromide C(C=C)[Ni]Br